racemic-3-(1,1-difluoro-3-(4-methyl-4H-1,2,4-triazol-3-yl)propan-2-yl)aniline FC([C@H](CC1=NN=CN1C)C=1C=C(N)C=CC1)F |r|